CC1=CC(=C(C=C1)O)C1=NNC(=C1)C1=CC=CC=C1 4-Methyl-2-(5-phenyl-1H-pyrazol-3-yl)-phenol